acetyl-N-(2-acetyl-1,3-dioxo-2,3-dihydro-1H-inden-5-yl)-N-methyl-1,3-dioxo-2,3-dihydro-1H-indene-5-sulfonamide C(C)(=O)C1C(C2=CC=C(C=C2C1=O)S(=O)(=O)N(C)C=1C=C2C(C(C(C2=CC1)=O)C(C)=O)=O)=O